4-[(2-fluorophenyl-ethyl)amino]-2-[(1-methyl-1H-pyrazol-4-yl)amino]pyrimidin-5-carboxamide FC1=C(C=CC=C1)CCNC1=NC(=NC=C1C(=O)N)NC=1C=NN(C1)C